BrC=1C(=CC(=C(C1)NC(=O)C1=CN(C(C=C1C(F)(F)F)=O)C)N1C[C@@H](N([C@@H](C1)C)C)C)F N-(5-bromo-4-fluoro-2-((3S,5R)-3,4,5-trimethylpiperazin-1-yl)phenyl)-1-methyl-6-oxo-4-(trifluoromethyl)-1,6-dihydropyridine-3-carboxamide